ClC1=CC=C(OCC(C)O)C=C1 1-(4-chlorophenoxy)-2-propanol